1-(1-((4'-fluoro-[1,1'-biphenyl]-4-yl)methyl)-1H-indol-5-yl)-5-methyl-1H-pyrazole-3-carboxamide FC1=CC=C(C=C1)C1=CC=C(C=C1)CN1C=CC2=CC(=CC=C12)N1N=C(C=C1C)C(=O)N